(6Ar,10aR)-9-methyl-6-methylidene-3-propan-2-yl-6a,7,8,10a-tetrahydrobenzo[c]chromen-1-ol CC1=C[C@@H]2[C@H](C(OC=3C=C(C=C(C23)O)C(C)C)=C)CC1